N-[6-(2-chloro-5-fluorophenyl)-3-(2,2-difluoroethyl)-2-methyl-8-oxo-7,8-dihydro-6H-pyrrolo[4,3-g]indazol-5-yl]-7-fluorobenzo[b]thiophene-3-carboxamide ClC1=C(C=C(C=C1)F)C1NC(C2=C1C(=CC1=C(N(N=C21)C)CC(F)F)NC(=O)C=2C1=C(SC2)C(=CC=C1)F)=O